FC=1C=C(C=C(C1)F)C1CC=NN1C(=O)C12CC(C1)(C2)CN2N=CC1=NC(=CC=C12)OC (5-(3,5-difluorophenyl)-4,5-dihydro-1H-pyrazol-1-yl)(3-((5-methoxy-1H-pyrazolo[4,3-b]pyridin-1-yl)methyl)bicyclo-[1.1.1]pentan-1-yl)methanone